C(C)(C)(C)OC(=O)N1CCN(CC1)C(=O)C1CNCCC1.C1(=CC=CC=C1)N1C(=NC2=C1C=CC=C2)C2=CC=C(C=C2)C2=CC=CC=1C3=CC=CC=C3NC21 4-(1-phenyl-1H-benzoimidazol-2-yl)phenyl-9H-carbazole tert-butyl-4-[(piperidin-3-yl)carbonyl]piperazine-1-carboxylate